P(SC1=C(C(=C(C(=C1)C)O)C(C)(C)C)C(C)(C)C)([O-])[O-] di-t-butyl-4-hydroxy-5-methylphenyl thiophosphite